NN1CCC(CC1)CCN1[C@H](CN(CC1)C1=CC=C(C=C1)C1C(NC(CC1)=O)=O)C 3-(4-((S)-4-(2-(1-aminopiperidin-4-yl)ethyl)-3-methylpiperazin-1-yl)phenyl)piperidine-2,6-dione